CC1(C2=CC=CC=C2C=2C=C(C=CC12)C1=CC=C(C=C1)N(C1=CC=C(C=C1)C1=CC=CC=C1)C1=CC=C(C=C1)C1=CC=CC=2C=3C=CC=CC3OC12)C N-[4-(9,9-dimethyl-9H-fluoren-3-yl)phenyl]-N-(4-{8-oxatricyclo[7.4.0.02,7]trideca-1(9),2(7),3,5,10,12-hexaen-6-yl}phenyl)-[1,1'-biphenyl]-4-amine